ClC=1C=C(C=CC1C)C=1NC(C=2N(C1)N=C(C2C)C(=O)OCC)=O ethyl 6-(3-chloro-4-methylphenyl)-3-methyl-4-oxo-4,5-dihydropyrazolo[1,5-a]-pyrazine-2-carboxylate